C(C1=CC=CC=C1)OC1=C2C(=C(N(C2=CC(=C1)F)CC(F)(F)F)C(CO)(C)C)C1=CC=C(C(=O)OCC2=CC=CC=C2)C=C1 benzyl 4-[4-benzyloxy-6-fluoro-2-(1-hydroxy-2-methylpropan-2-yl)-1-(2,2,2-trifluoroethyl)indol-3-yl]benzoate